methyl hydrogen (3-((6-amino-2-(3-aminopropoxy)-8-hydroxy-9H-purin-9-yl)methyl)phenyl)phosphonate NC1=C2N=C(N(C2=NC(=N1)OCCCN)CC=1C=C(C=CC1)P(OC)(O)=O)O